NC1=C2C(=NC=N1)N(N=C2C2=CC=C(C=C2)OC2=CC=CC=C2)C2CCN(CC2)C2CC1CCC(C2)N1C1CN(C1)C(=O)OC(C)(C)C tert-butyl 3-(3-(4-(4-amino-3-(4-phenoxyphenyl)-1H-pyrazolo[3,4-d]pyrimidin-1-yl)piperidin-1-yl)-8-azabicyclo[3.2.1]octan-8-yl)azetidine-1-carboxylate